Methyl 6-((benzyloxy)carbamoyl)picolinate C(C1=CC=CC=C1)ONC(=O)C1=CC=CC(=N1)C(=O)OC